NC1C(N(C2=CC=CC=C2C1)C1=CC=C(C=C1)S(=O)(=O)NC(C)(C)C)=O 4-(3-amino-2-oxo-3,4-dihydroquinolin-1(2H)-yl)-N-tert-butylbenzenesulfonamide